ClC1=CC=CC2=C1S(CC1=C2N(N=C1C(=O)N1C(COCC1)CO)C1=CC=C(C=C1)CN1CCOCC1)(=O)=O (6-chloro-1-(4-(morpholinomethyl)phenyl)-5,5-dioxo-1,4-dihydrothiochromeno[4,3-c]pyrazol-3-yl)(3-(hydroxymethyl)morpholino)methanone